C(C(C)C)[C@@]1(C[C@H](CCC1)C1=CC=C(C=C1)C(=O)OC)C(=O)O cis-1-isobutyl-3-(4-(methoxycarbonyl)phenyl)cyclohexane-1-carboxylic acid